C1=C2C=C3N(C2=CC=C1)C=CC=C3 Pyrido[1,2-a]indole